CC1=CC=C(C=C1)C1=CC=CC=2N1N=C(N2)N 5-(4-methylphenyl)-[1,2,4]triazolo[1,5-a]pyridin-2-amine